2-((2-Ethoxyphenoxy)phenylmethyl)morpholine C(C)OC1=C(OC(C2CNCCO2)C2=CC=CC=C2)C=CC=C1